N-cyclohexyl-5-(cyclopropylethynyl)-1H-pyrrolo[2,3-b]pyridin-4-amine C1(CCCCC1)NC=1C2=C(N=CC1C#CC1CC1)NC=C2